C(C)N(C1=C(C(=NC=N1)NC[C@]1([C@@H](CN(CC1)CC(=O)N)O)O)F)CC1=CC=C(C=C1)C(F)(F)F 2-((3R,4R)-4-(((6-(ethyl(4-(trifluoromethyl)benzyl)amino)-5-fluoropyrimidin-4-yl)amino)methyl)-3,4-dihydroxypiperidin-1-yl)acetamide